3-hydroxyMethylpyrrolidin-1-yl-nicotinamide OCC1CN(CC1)C1=C(C(=O)N)C=CC=N1